cyclopentadienyl-cumene ethyl-(R)-2-((1-chloro-4-(o-tolyl)isoquinolin-7-yl)oxy)butanoate C(C)OC([C@@H](CC)OC1=CC=C2C(=CN=C(C2=C1)Cl)C1=C(C=CC=C1)C)=O.C1(C=CC=C1)C1=C(C=CC=C1)C(C)C